NC=1C=CC2=C(C(=NO2)NC(OC(C)(C)C)=O)C1 tert-butyl (5-aminobenzo[d]isoxazol-3-yl)carbamate